C(C1=CC=CC=C1)N1C(CCC2=CC(=C(C=C12)F)NC(=O)NC(C)(C)C)=O 1-(1-benzyl-7-fluoro-2-oxo-3,4-dihydroquinolin-6-yl)-3-tert-butylurea